N1-((3-((5s,8s)-3,3-dimethyl-1-oxaspiro[4.5]decan-8-yl)-5,5-difluoro-4,5,6,7-tetra-hydropyrazolo[1,5-a]pyridin-2-yl)methyl)-N1-methyl-ethane-1,2-diamine CC1(COC2(C1)CCC(CC2)C=2C(=NN1C2CC(CC1)(F)F)CN(CCN)C)C